FC=1C(=C2C=NN(C2=CC1)C1OCCCC1)B(O)O (5-fluoro-1-tetrahydropyran-2-yl-indazol-4-yl)boronic acid